S-(5,5-dimethyl-4,5-dihydroisoxazole-3-yl) ethyl thiosulfate S(=O)(=O)(SC1=NOC(C1)(C)C)OCC